disodium 4-AMINO-4'-nitrostilbene-2,2'-disulfonic acid NC=1C=C(C(=CC1)C=CC=1C(=CC(=CC1)[N+](=O)[O-])S(=O)(=O)O)S(=O)(=O)O.[Na].[Na]